6-(5-cyanopyrazolo[3,4-b]pyridin-1-yl)-4-(cyclopropylamino)-N-[4-[(1R,2S)-2-[4-[4-(2,6-dioxo-3-piperidyl)phenyl]piperazin-1-yl]cyclopropyl]cyclohexyl]pyridine-3-carboxamide C(#N)C=1C=C2C(=NC1)N(N=C2)C2=CC(=C(C=N2)C(=O)NC2CCC(CC2)[C@@H]2[C@H](C2)N2CCN(CC2)C2=CC=C(C=C2)C2C(NC(CC2)=O)=O)NC2CC2